(E)-2-Hexenoic acid C(\C=C\CCC)(=O)O